O(CC(C)N)CC(C)N 1,1'-oxybis(propan-2-amin)